FC1(CN(C[C@H](C1)CC(=O)OC)C(=O)OCC1=CC=CC=C1)F benzyl (S)-3,3-difluoro-5-(2-methoxy-2-oxoethyl)piperidine-1-carboxylate